6-hydroxy-5-(2-hydroxy-3,5-dinitro-phenylazo)-naphthalene-2-sulfonate OC=1C(=C2C=CC(=CC2=CC1)S(=O)(=O)[O-])N=NC1=C(C(=CC(=C1)[N+](=O)[O-])[N+](=O)[O-])O